C=CCC(C=C)=O 4-hexadienealdehyde